(S)-N-(8,9-difluoro-6-oxo-1,2,3,4,5,6-hexahydrobenzo[c][1,7]naphthyridin-1-yl)-4-(difluoromethyl)-3,5-difluoro-N-methylbenzamide FC=1C(=CC2=C(C(NC=3CNC[C@H](C23)N(C(C2=CC(=C(C(=C2)F)C(F)F)F)=O)C)=O)C1)F